tetraneopentyl-ammonium C(C(C)(C)C)[N+](CC(C)(C)C)(CC(C)(C)C)CC(C)(C)C